6-chloro-7-methoxy-1H-indole-3-sulfonyl chloride ClC1=CC=C2C(=CNC2=C1OC)S(=O)(=O)Cl